anthracene-d14 [2H]C1(C=CC=C2C1(C(C3(C(=C2)C(C(C(C3([2H])[2H])([2H])[2H])([2H])[2H])([2H])[2H])[2H])([2H])[2H])[2H])[2H]